ClC=1C=C(C=CC1OC)[C@H](C)NC(=O)C=1C=NC2=C(N=C(C=C2C1N1CCNC2(CC2)CC1)C)OC N-[(S)-1-(3-chloro-4-methoxyphenyl)ethyl]-4-(4,7-diaza-7-spiro[2.6]nonyl)-8-methoxy-6-methyl-1,7-diaza-3-naphthamide